NCC1S(CCC1)(=O)=O 2-(aminomethyl)tetrahydrothiophene 1,1-dioxide